4-(2-cyclopropyl-1,3-thiazol-5-yl)benzonitrile C1(CC1)C=1SC(=CN1)C1=CC=C(C#N)C=C1